7-((2S,5R)-2,5-diethyl-4-(1-(2-methylthiazolo[5,4-b]pyridin-5-yl)ethyl)piperazin-1-yl)-4-(methyl-d3)-2-(tetrahydro-2H-pyran-2-yl)-2,4-dihydro-5H-pyrazolo[4,3-b]pyridin-5-one C(C)[C@@H]1N(C[C@H](N(C1)C(C)C1=CC=C2C(=N1)SC(=N2)C)CC)C=2C=1C(N(C(C2)=O)C([2H])([2H])[2H])=CN(N1)C1OCCCC1